(5-(3-fluoro-1-(oxetan-3-yl)azetidin-3-yl)pyridin-2-yl)methanol FC1(CN(C1)C1COC1)C=1C=CC(=NC1)CO